Maleinic acid C(\C=C/C(=O)O)(=O)O